2-propyl-4,5-imidazoledicarboxylic acid C(CC)C=1NC(=C(N1)C(=O)O)C(=O)O